O1CCC(CC1)NC(=O)C=1N=NC=CC1 N-(tetrahydro-2H-pyran-4-yl)pyridazine-3-carboxamide